2-phenyl-diazene C1(=CC=CC=C1)N=N